8-bromooctyl-2-(2-pyridyl)benzimidazole BrCCCCCCCCC1=CC=CC=2N=C(NC21)C2=NC=CC=C2